C(C1=CC=CC=C1)OC1=NC(=CC=C1C1=NN(C2=CC(=CC=C12)N1CCC(CC1)N1CCC(CC1)CNC(OC(C)(C)C)=O)C)OCC1=CC=CC=C1 tert-butyl N-[[1-[1-[3-(2,6-dibenzyloxy-3-pyridyl)-1-methyl-indazol-6-yl]-4-piperidyl]-4-piperidyl]methyl]carbamate